[Si](C)(C)(C(C)(C)C)OC1CCN(CC1)CCO 2-(4-((tert-Butyldimethylsilyl)oxy)piperidin-1-yl)ethan-1-ol